C1(=CC=CC=C1)N(C1(C2=CC=CC=C2CC=2C=CC=CC12)C1=CC=CC=C1)C1=CC=CC=C1 N,N,9-triphenyl-anthracen-9-amine